FC(C1=CN=C2N1C=C(C=N2)C=2C(=CN1N=C(N=C(C12)OC)NC1CCN(CC1)C1COC1)F)F 5-(3-(difluoromethyl)imidazo[1,2-a]pyrimidin-6-yl)-6-fluoro-4-methoxy-N-(1-(oxetan-3-yl)piperidin-4-yl)pyrrolo[2,1-f][1,2,4]triazin-2-amine